C(C1=CC=CC=C1)OC1=C(N)C(=CC(=C1)C1CC1)C 2-(Benzyloxy)-4-cyclopropyl-6-methylaniline